ClC(C(=O)OC(C1=CC=CC=C1)(C1=CC=CC=C1)C1=CC=CC=C1)=C trityl α-chloroacrylate